The molecule is a polyketide that is (all-E)-7-(3-amino-4-hydroxyphenyl)hepta-2,4,6-trienoic acid in which the amino group has been acylated by an (all-E)-7-cyclohexylhepta-2,4,6-trienoyl group and in which the carboxy group has undergone formal condensation with the amino group of 2-amino-3-hydroxycyclopent-2-en-1-one to give the corresponding carboxamide. Protoasukamycin is an intermediate in the biosynthesis of asukamycin. It has a role as a bacterial metabolite. It is an enamide, a polyketide, a member of phenols, a cyclic ketone, an enol, an enone and a secondary carboxamide. C1CCC(CC1)/C=C/C=C/C=C/C(=O)NC2=C(C=CC(=C2)/C=C/C=C/C=C/C(=O)NC3=C(CCC3=O)O)O